diethyl 2-(((2R,3R,4S,5R)-5-(6-(benzylamino)-2-chloro-9H-purin-9-yl)-4-fluoro-3-hydroxytetrahydrofuran-2-yl)methoxy)malonate TFA salt OC(=O)C(F)(F)F.C(C1=CC=CC=C1)NC1=C2N=CN(C2=NC(=N1)Cl)[C@H]1[C@H]([C@@H]([C@H](O1)COC(C(=O)OCC)C(=O)OCC)O)F